N1C=2[C@H](CC1)CNC2 (3aR,6aR)-hexahydropyrrolo-[3,4-b]pyrrol